NCC[C@H](C)NC(=O)C1=CC2=CC=CC(=C2C=C1)C1=CC=C(C=C1)C(F)(F)F (S)-N-(4-aminobutan-2-yl)-5-(4-(trifluoromethyl)phenyl)-2-naphthamide